FC1=C(CN(S(=O)(=O)C2=CC=C(C=C2)NC(=O)C2C(C2)C2=CC=NC=C2)CC2=CC=C(C=C2)F)C=C(C=C1)F N-(4-(N-(2,5-difluorobenzyl)-N-(4-fluorobenzyl)sulfamoyl)phenyl)-2-(pyridin-4-yl)cyclopropane-1-carboxamide